(R)-4-((3-(1-(1,4-dioxaspiro[4.4]nonan-6-yl)-1H-pyrazol-4-yl)-2-cyanophenyl)amino)-6-(cyclopropanecarboxamido)pyridazine-3-carboxamide O1CCOC12[C@@H](CCC2)N2N=CC(=C2)C=2C(=C(C=CC2)NC2=C(N=NC(=C2)NC(=O)C2CC2)C(=O)N)C#N